(2R)-N-((S)-(3-chloro-4-fluorophenyl)(trans-3-(2,2,2-trifluoroethoxy)cyclobutyl)-methyl)-2-methyl-3-oxopiperazine-1-carboxamide ClC=1C=C(C=CC1F)[C@@H](NC(=O)N1[C@@H](C(NCC1)=O)C)[C@@H]1C[C@H](C1)OCC(F)(F)F